C(C)OC(=O)C=1C(OC2=C(C1)C=C(C(=C2C)C(C)(C)C)Br)C(F)(F)F 6-bromo-7-tert-butyl-8-methyl-2-trifluoromethyl-2H-benzopyran-3-carboxylic acid ethyl ester